ClC1=C(C=C(C=C1)C(C)(C)C)NC(NC1=C(C=C(OC2=CC(=NC=C2)NC(C)=O)C=C1)F)=O [4-(4-{3-[2-Chloro-5-(tert-butyl)phenyl]ureido}-3-fluorophenoxy)-2-pyridylamino]-1-ethanone